[Ethyl-dimethylaminopropyl]carbodiimide hydrochloride Cl.C(C)C(CCN=C=N)N(C)C